C(=CC)N1CCC(CC1)N1[C@@H](C(N(C=2C=NC(=NC12)NC1=CC(=C(C(=O)NC2CC2)C=C1OCCO)F)C)=O)CC (R)-4-((8-(1-propenylpiperidin-4-yl)-7-ethyl-5-methyl-6-oxo-5,6,7,8-tetrahydropteridin-2-yl)amino)-N-cyclopropyl-2-fluoro-5-(2-hydroxyethoxy)benzamide